NC1=C2C(=NC=N1)N(N=C2C2=CC=C(C=C2)OC2=CC=CC=C2)C2CCN(CC2)CC2=C(C=NC=C2)C2C(NC(CC2)=O)=O 3-(4-((4-(4-amino-3-(4-phenoxyphenyl)-1H-pyrazolo[3,4-d]pyrimidin-1-yl)piperidin-1-yl)methyl)pyridin-3-yl)piperidine-2,6-dione